Cl[Pt](Cl)Cl trichloroplatinum